C=C1C(NC(C(N1)=O)=CC=1N=CN(C1C(C)C)CCCO[Si](C)(C)C(C)(C)C)=O methylene-6-((5-(isopropyl)-1-(t-butyldimethylsiloxy-propyl)-imidazol-4-yl)methylene)piperazine-2,5-dione